5-(3-(6-bromo-3,4-dihydroquinolin-1(2H)-yl)-1,2,4-oxadiazol-5-yl)-2-isopropoxybenzeneCarbonitrile BrC=1C=C2CCCN(C2=CC1)C1=NOC(=N1)C=1C=CC(=C(C1)C#N)OC(C)C